[6-(3-cyclopropyl-1,2,4-triazol-1-yl)-2-azaspiro[3.3]heptan-2-yl]-[7-[(3-methylsulfonylphenyl)methyl]-2,7-diazaspiro[3.5]nonan-2-yl]methanone C1(CC1)C1=NN(C=N1)C1CC2(CN(C2)C(=O)N2CC3(C2)CCN(CC3)CC3=CC(=CC=C3)S(=O)(=O)C)C1